3,3',3'',3'''-silanetetrayltetrakis(propane-1-thiol) [Si](CCCS)(CCCS)(CCCS)CCCS